COC(=O)C=1C=CC(=C2C=NN(C12)CC=1SC(=CC1)Br)Cl ((5-bromothiophen-2-yl)methyl)-4-chloro-1H-indazole-7-carboxylic acid methyl ester